Tert-butyl (3-carbamoylbicyclo[1.1.1]pent-1-yl)carbamate C(N)(=O)C12CC(C1)(C2)NC(OC(C)(C)C)=O